(S)-2-((4-(6-((4-chloro-2-Methylbenzofuran-7-yl)methoxy)pyridin-2-yl)piperidin-1-yl)methyl)-1-(oxetane-2-ylmethyl)-1H-Benzo[d]imidazole-6-carboxylic acid ClC1=CC=C(C2=C1C=C(O2)C)COC2=CC=CC(=N2)C2CCN(CC2)CC2=NC1=C(N2C[C@H]2OCC2)C=C(C=C1)C(=O)O